OC=1C=C2C(N(C=NC2=CC1)C1COC2(CN(C2)C(=O)OC(C)(C)C)C1)=O tert-butyl 7-(6-hydroxy-4-oxo-quinazolin-3-yl)-5-oxa-2-azaspiro[3.4]octane-2-carboxylate